racemic-5-chloro-N-(1-(2-cyano-4-fluorophenyl)ethyl)-2-methoxy-N-methylnicotinamide ClC=1C=NC(=C(C(=O)N(C)[C@H](C)C2=C(C=C(C=C2)F)C#N)C1)OC |r|